2-(trifluoromethyl)-6,7-dihydro-5H-benzo[c]imidazo[1,2-a]azepine FC(C=1N=C2N(CCCC3=C2C=CC=C3)C1)(F)F